BrC=1C=C(C2=C(N=CS2)C1)O 5-bromobenzo[d]thiazol-7-ol